3-(2-(Hydroxyimino)acetamido)-2-methylbenzoic acid ON=CC(=O)NC=1C(=C(C(=O)O)C=CC1)C